C(C)N(C(C)C=1C=C(C=CC1)NC1=NC=C(C(=N1)NC=1C=CC2=C(NC(O2)=O)C1)C)CC 5-(2-(3-(1-(diethylamino)ethyl)phenylamino)-5-methylpyrimidin-4-ylamino)benzo[d]oxazol-2(3H)-one